(N,N-diethyl-carbamoyl)methyl methyl (2E)-but-2-ene-1,4-dioate C(\C=C\C(=O)OC)(=O)OCC(N(CC)CC)=O